racemic-trans-N-[3-(2,6-dimethoxyphenyl)-1H-pyrrolo[2,3-b]pyridin-6-yl]-2-(piperazin-1-ylmethyl)cyclopropane-1-carboxamide COC1=C(C(=CC=C1)OC)C1=CNC2=NC(=CC=C21)NC(=O)[C@H]2[C@@H](C2)CN2CCNCC2 |r|